p-phenylene bis-trimellitate C(C=1C(C(=O)[O-])=CC(C(=O)[O-])=CC1)(=O)OC1=CC=C(C=C1)OC(C=1C(C(=O)[O-])=CC(C(=O)[O-])=CC1)=O